C(\C=C\C1=CC(=CC=C1)O)C=1C(OC2=CC=CC=C2C1)=O 3-coumaryl-[2H-chromen-2-one]